4-amino-2-methoxy-5-methyl-phenyldiazenyl benzenesulfonate C1(=CC=CC=C1)S(=O)(=O)ON=NC1=C(C=C(C(=C1)C)N)OC